CN(C(=O)N1C[C@@H](CC1)NC(OC(C)(C)C)=O)C (R)-tert-butyl (1-(dimethylcarbamoyl)pyrrolidin-3-yl)carbamate